C(#N)CC(C)NC(=O)NC=1N=CC2=CC(=C(C=C2C1)C1=C(C2=C(OCCN2C(=O)OC(C)(C)C)N=C1)C)F tert-Butyl 7-[3-[(2-cyano-1-methyl-ethyl)carbamoylamino]-7-fluoro-6-isoquinolyl]-8-methyl-2,3-dihydropyrido[2,3-b][1,4]oxazine-1-carboxylate